pinenylisopropyldimethoxysilane C12=C(C(CC(C1(C)C)C2)[Si](OC)(OC)C(C)C)C